Tert-butyl (3S)-3-[3-bromo-4-cyano-5-(methylamino)pyrazol-1-yl]pyrrolidine-1-carboxylate BrC1=NN(C(=C1C#N)NC)[C@@H]1CN(CC1)C(=O)OC(C)(C)C